2,2,2-triallyloxymethyl-1-ethanol C(C=C)OCC(CO)(COCC=C)COCC=C